(1R,3R,5S)-3-{[8-(6-methoxypyridazin-4-yl)-6H-isochromeno[3,4-b]pyridin-3-yl]oxy}-8-azabicyclo[3.2.1]octane COC1=CC(=CN=N1)C=1C=CC2=C(C1)COC1=NC(=CC=C12)OC1C[C@H]2CC[C@@H](C1)N2